C1(CC1)CC(=O)N1CC(C1)NC(OC(C)(C)C)=O tert-Butyl (1-(2-cyclopropylacetyl)azetidin-3-yl)carbamate